S1C=NC2=C1C=CC(=C2)[C@@H]2N(C[C@H](CC2)C)C(C(=O)N)=O 2-[(2R,5S)-2-(1,3-benzothiazol-5-yl)-5-methyl-1-piperidyl]-2-oxo-acetamide